5-(2-(2-fluoro-4-methyl-3-(trifluoromethyl)phenylamino)-5-methylpyrimidin-4-ylamino)benzo[d]oxazol-2(3H)-one FC1=C(C=CC(=C1C(F)(F)F)C)NC1=NC=C(C(=N1)NC=1C=CC2=C(NC(O2)=O)C1)C